COC1=CC(=CC(=C1O[C@H]2[C@@H]([C@H]([C@@H]([C@H](O2)CO)O)O)O)OC)/C=C/C(=O)[O-] The molecule is a monocarboxylic acid anion resulting from the deprotonation of the carboxy group of 4-O-beta-D-glucosyl-trans-sinapic acid. The major species at pH 7.3. It is a conjugate base of a 4-O-beta-D-glucosyl-trans-sinapic acid.